4-pentylnonyl 8-[[8-oxo-8-(4-pentylnonoxy)octyl]-(4-pyrrolidin-1-ylbutanoyl)amino]octanoate O=C(CCCCCCCN(CCCCCCCC(=O)OCCCC(CCCCC)CCCCC)C(CCCN1CCCC1)=O)OCCCC(CCCCC)CCCCC